C1=CC=CC=2C3=CC=CC=C3C(C12)COC(=O)N[C@H](C(=O)OCC1=CC=CC=C1)[C@H](C)C1=CC=NC=C1 benzyl (2S,3R)-2-((((9H-fluoren-9-yl)methoxy)carbonyl)amino)-3-(pyridin-4-yl)butanoate